Aminoboran NB